4-(3-pyridyl)-1-butanol N1=CC(=CC=C1)CCCCO